OCCC=1C=C(C=CC1)C=C(C#N)N1N=CN=C1 3-(3-(2-hydroxyethyl)phenyl)-2-(1H-1,2,4-triazol-1-yl)acrylonitrile